FC(C=1N=C2N(C(=CC=C2)NC2CCC(CC2)NC(C2=CC=CC=C2)=O)C1)F N-[(1s,4s)-4-{[2-(difluoromethyl)imidazo[1,2-a]pyridin-5-yl]amino}cyclohexyl]benzamide